2-methylquinoline-2,7-diamine CC1(NC2=CC(=CC=C2C=C1)N)N